C(OCCOC(C=CC)=O)(OCCOC(C=CC)=O)=O bis[2-(methylacryloyloxy)ethyl] carbonate